4-chloro-3-ethoxy-5,6,7,8-tetrahydronaphthalene-2-carbonitrile ClC1=C(C(=CC=2CCCCC12)C#N)OCC